OC1=CC=C(C=C1)OS(=O)(=O)OC1=CC=C(C=C1)O bis(4-hydroxyphenyl)sulfate